C(C1=CC=CC=C1)OC1CC(C1)OC1=C2C(=NC(=C1)Cl)C1(OCC2)COCC1 4'-((1r,3r)-3-(benzyloxy)cyclobutoxy)-2'-chloro-4,5,5',6'-tetrahydro-2H-spiro[furan-3,8'-pyrano[3,4-b]pyridine]